2-{[6-(Cyclopropylmethoxy)-5-(3-methoxyazetidin-1-yl)pyridine-2-carbonyl]amino}-2-ethylbutyric acid 3-fluoropropyl ester FCCCOC(C(CC)(CC)NC(=O)C1=NC(=C(C=C1)N1CC(C1)OC)OCC1CC1)=O